FC1=C(C=CC(=C1)F)C1=CC(=C(C=C1)OC)NC1=NC=NC2=CC(=C(C=C12)NC1CCN(CC1)C(C=C)=O)OC(F)F 1-(4-((4-((2',4'-difluoro-4-methoxy-[1,1'-biphenyl]-3-yl)amino)-7-(difluoromethoxy)quinazolin-6-yl)amino)piperidin-1-yl)prop-2-en-1-one